FC(C(C(F)(F)F)(F)OC)(F)F Methyl heptafluoroisopropyl ether